Cl.N(C1=CC=CC=C1)C=C1C(=C(CCC1)C=NC1=CC=CC=C1)Cl N-[(3-(anilinomethylene)-2-chloro-1-cyclohexen-1-yl)methylene]aniline hydrochloride